3-tert-butoxycarbonyl-3-azaspiro[5.5]undecane-9-carboxylic acid C(C)(C)(C)OC(=O)N1CCC2(CC1)CCC(CC2)C(=O)O